N-Ethyl-N-(2-(7-fluoro-5-methoxy-1H-indol-3-yl)ethyl)propane-1-amine C(C)N(CCC)CCC1=CNC2=C(C=C(C=C12)OC)F